tert-butyl α-formyloxyisobutyrate (1,1-dimethylethyl α-formyloxyisobutyrate) CC(C)(C)CC(C(=O)O)(C)OC=O.C(=O)OC(C(=O)OC(C)(C)C)(C)C